CC=1N=C(SC1)C(=O)NC1=NN(C2=CC=CC=C12)CC1=CC=C(C=C1)C(F)(F)F 4-methyl-N-(1-(4-(trifluoromethyl)benzyl)-1H-indazol-3-yl)thiazole-2-carboxamide